C1(=CC=CC2=CC=CC=C12)CCN(C=O)C1=C(C=CC=C1)C#CC=1C=CC(=NC1)C(=O)O 5-[2-(2-{N-[2-(naphthalen-1-yl)ethyl]-formamido}phenyl)ethynyl]pyridine-2-carboxylic acid